BrC=1C(=CC(=NC1)Cl)NN=C1CCCCC1 5-bromo-2-chloro-4-(2-cyclohexylidenehydrazineyl)pyridine